dihydro-2''H-dispiro[imidazolidine-4,1'-cyclohexane-4',7''-indeno[5,6-b][1,4]dioxepin]-2,5-dione O1C2=C(OCCC1)C=C1C3(C=CC1=C2)CCC2(CC3)NC(NC2=O)=O